C1(CCC1)CN(C(OC(C)(C)C)=O)[C@H]1CN(CCC1)C1=CC=C(C=C1)CO tert-butyl N-(cyclobutylmethyl)-N-[(3R)-1-[4-(hydroxymethyl) phenyl]-3-piperidyl]carbamate